4-TERT-BUTYL 1-METHYL 2-(6'-CHLORO-5-((2-((S)-1-HYDROXYALLYL)CYCLOBUTYL)METHYL)-3',4,4',5-TETRAHYDRO-2H,2'H-SPIRO[BENZO[B][1,4]OXAZEPINE-3,1'-NAPHTHALEN]-7-YL)-2-HYDROXYSUCCINATE ClC=1C=C2CCCC3(C2=CC1)CN(C1=C(OC3)C=CC(=C1)C(C(=O)OC)(CC(=O)OC(C)(C)C)O)CC1C(CC1)[C@H](C=C)O